(1S)-1-(2-methylprop-1-en-1-yl)-6-(1H-1,2,3-triazol-1-yl)-2-[4-(trifluoromethyl)pyrimidin-2-yl]-2,3,4,9-tetrahydro-1H-pyrido[3,4-b]indole CC(=C[C@@H]1N(CCC2=C1NC1=CC=C(C=C21)N2N=NC=C2)C2=NC=CC(=N2)C(F)(F)F)C